tri(2-1-ethylhexyl)aluminum C(C)C(C[Al](CC(CCCC)CC)CC(CCCC)CC)CCCC